5-(adamantan-1-yl)-2-((2-methoxyethoxy)methoxy)phenyl-4-hydroxy-8-methoxy-2-naphthoate C12(CC3CC(CC(C1)C3)C2)C=2C=CC(=C(C2)OC(=O)C2=CC3=C(C=CC=C3C(=C2)O)OC)OCOCCOC